NC1=NC(=C2CN=NC2=N1)N 7-deaza-8-aza-2,6-Diaminopurine